N[C@](COC1=C(C#N)C=C(C=C1)C1=C(C(=NC=C1)C)F)(CC(C)C)C (S)-2-((2-amino-2,4-dimethylpentyl)oxy)-5-(3-fluoro-2-methylpyridin-4-yl)benzonitrile